cobaltic tetraacetate C(C)(=O)[O-].C(C)(=O)O.C(C)(=O)[O-].C(C)(=O)[O-].[Co+3]